COC1=NC(=NN2C1=C(C=C2)C=2C=C1N=CC=NC1=CC2)NC2CC(C2)(N)C (1s,3s)-N1-(4-methoxy-5-(quinoxalin-6-yl)pyrrolo[2,1-f][1,2,4]triazin-2-yl)-3-methylcyclobutane-1,3-diamine